CN1CCN(CC1)CC1=CC=C(N)C=C1 4-[(4-methylpiperazin-1-yl)methyl]aniline